(R)-5-(6-(4-(2-(2-methoxyethoxy)phenyl)piperidin-1-yl)-2-azaspiro[3.4]octan-2-yl)-1,2,4-thiadiazole COCCOC1=C(C=CC=C1)C1CCN(CC1)[C@H]1CC2(CN(C2)C2=NC=NS2)CC1